OC=1C=C2C=NNC2=CC1 5-Hydroxy-Indazole